({2-[(5-bromopyridin-2-yl)oxy]ethyl}oxy)acetate BrC=1C=CC(=NC1)OCCOCC(=O)[O-]